3-((4-nitro-1-((2-(trimethylsilyl)ethoxy)methyl)-1H-pyrazol-5-yl)oxy)propanoic acid [N+](=O)([O-])C=1C=NN(C1OCCC(=O)O)COCC[Si](C)(C)C